4-(2-hydroxyethyl)-1-(trifluoromethyl)cyclohexan-1-ol OCCC1CCC(CC1)(O)C(F)(F)F